CN1N=C2C(CN(CC2)C2=CC=C3C=NC(=NN32)N[C@H]3[C@@H](CN(CC3)S(=O)(=O)C)O)=C1 (3R,4R)-4-((7-(2-methyl-2,4,6,7-tetrahydro-5H-pyrazolo[4,3-c]pyridin-5-yl)pyrrolo[2,1-f][1,2,4]triazin-2-yl)amino)-1-(methylsulfonyl)piperidin-3-ol